4-((2-(2-ethyl-1H-benzo[d]imidazol-1-yl)-9-methyl-6-morpholino-9H-purin-8-yl)methyl)-3-oxopiperazine-1-carboxylic acid tert-butyl ester C(C)(C)(C)OC(=O)N1CC(N(CC1)CC=1N(C2=NC(=NC(=C2N1)N1CCOCC1)N1C(=NC2=C1C=CC=C2)CC)C)=O